1-(1H-benzo[d]imidazol-5-yl)-5-phenylpyrrolidin-2-one N1C=NC2=C1C=CC(=C2)N2C(CCC2C2=CC=CC=C2)=O